O1C(CCCC1)OCCOCCOCCC=CC(=O)OC(C)(C)C tert-butyl 5-(2-(2-((tetrahydro-2H-pyran-2-yl)oxy)ethoxy)ethoxy)pent-2-enoate